(S)-7-(2-(2-(pyrrolidin-3-yl)ethoxy)ethyl)-1,2,3,4-tetrahydro-1,8-naphthyridine dihydrochloride Cl.Cl.N1C[C@@H](CC1)CCOCCC1=CC=C2CCCNC2=N1